CN(C(=O)C1N(CCC1)C(C=CC1=NN2C(N(C(C(=C2O)C(=O)N)=O)CC(C)C)=C1)=O)C 3-(2-(dimethylcarbamoyl)pyrrolidin-1-yl)-3-oxoprop-1-en-1-yl-7-hydroxy-4-isobutyl-5-oxo-4,5-dihydropyrazolo[1,5-a]pyrimidine-6-carboxamide